Bis-(dimethylaminopropyl)-urea CN(C)CCCNC(NCCCN(C)C)=O